tert-Butyl (2-(4-(2-fluoro-4-(1-((4-fluorophenyl)carbamoyl)cyclopropane-1-carboxamido)phenoxy)picolinamido)propyl)carbamate FC1=C(OC2=CC(=NC=C2)C(=O)NC(CNC(OC(C)(C)C)=O)C)C=CC(=C1)NC(=O)C1(CC1)C(NC1=CC=C(C=C1)F)=O